2-((2-(Dinonyl-amino)ethyl)(nonyl)amino)-1-(4-(ditetradecylglycyl)piperazin-1-yl)ethan-1-one C(CCCCCCCC)N(CCN(CC(=O)N1CCN(CC1)C(CN(CCCCCCCCCCCCCC)CCCCCCCCCCCCCC)=O)CCCCCCCCC)CCCCCCCCC